6-chloro-4-[(1S)-1-(3-fluoro-4-nitro-pyrazol-1-yl)ethyl]-3-methoxy-pyridazine ClC1=CC(=C(N=N1)OC)[C@H](C)N1N=C(C(=C1)[N+](=O)[O-])F